CN(C)CC1=CC2=C(N(C(=N2)NC=2OC3=C(N2)C=C(C=C3)F)C)C=C1 N-{5-[(dimethylamino)methyl]-1-methyl-1H-1,3-benzodiazol-2-yl}-5-fluoro-1,3-benzoxazol-2-amine